1-(5-chloro-2-(2,2-dimethylpiperazin-1-yl)pyrimidin-4-yl)-N-(2-(imidazo[1,2-a]pyridin-3-yl)propan-2-yl)-N-methylazetidine-3-carboxamide ClC=1C(=NC(=NC1)N1C(CNCC1)(C)C)N1CC(C1)C(=O)N(C)C(C)(C)C1=CN=C2N1C=CC=C2